Methyl 4-((4-(3-(1-(2-ethyl-2-hydroxybutyl) piperidin-4-yl) phenyl)-1H-1,2,3-triazol-1-yl) methyl)-3-fluorobenzoate C(C)C(CN1CCC(CC1)C=1C=C(C=CC1)C=1N=NN(C1)CC1=C(C=C(C(=O)OC)C=C1)F)(CC)O